2,2-difluoro-6-sulfamoyl-6-azaspiro[2.5]octane-1-carboxylic acid benzyl ester C(C1=CC=CC=C1)OC(=O)C1C(C12CCN(CC2)S(N)(=O)=O)(F)F